[Co]=S.[Ni] nickel cobalt-sulfide